6-[3-(2-methoxy-4-methylsulfonyl-anilino)prop-1-ynyl]-1-(2,2,2-trifluoroethyl)benzimidazole-4-carboxylic acid COC1=C(NCC#CC=2C=C(C3=C(N(C=N3)CC(F)(F)F)C2)C(=O)O)C=CC(=C1)S(=O)(=O)C